ClC1=NC=C(C(=N1)NCCC1=C(C=CC=C1)F)C(=O)N 2-chloro-4-[(2-fluorophenyl-ethyl)amino]pyrimidin-5-carboxamide